1-{4-[5-(2-bromopyridin-4-yl)-1H-pyrazol-3-yl]phenyl}-4-methylpiperazine BrC1=NC=CC(=C1)C1=CC(=NN1)C1=CC=C(C=C1)N1CCN(CC1)C